C1(CC1)C1=NN(C2=C1C=NC(=C2)CC(=O)N)C2=NC(=CC(=C2)OCCOC)C(C)(F)F (3-cyclopropyl-1-(6-(1,1-difluoroethyl)-4-(2-methoxyethoxy)pyridin-2-yl)-1H-pyrazolo[4,3-c]pyridin-6-yl)acetamide